1-cyclopropyl-7,9-difluoro-8-(1H-indol-7-yl)-4,4-dimethyl-5H-[1,2,4]triazolo[4,3-a]quinoxaline C1(CC1)C1=NN=C2N1C1=C(C(=C(C=C1NC2(C)C)F)C=2C=CC=C1C=CNC21)F